6-chloro-N-(1-{5-[(1,3-thiazole-2-carbonyl)amino]pyridin-2-yl}cyclobutyl)pyridine-3-carboxamide ClC1=CC=C(C=N1)C(=O)NC1(CCC1)C1=NC=C(C=C1)NC(=O)C=1SC=CN1